aluminium ThiAIN S1CC=CC=C1.[Al]